6-[2-(benzyloxy)ethyl]-2-bromoimidazo[2,1-b][1,3,4]thiadiazole-5-acetamide C(C1=CC=CC=C1)OCCC=1N=C2SC(=NN2C1CC(=O)N)Br